C(CCCC)OCCO 2-(pentyloxy)ethan-1-ol